2-[(3S)-3-Fluorobutanoyl]-N-[4-(1,1,1,3,3,3-hexafluoro-2-hydroxypropan-2-yl)phenyl]-5-(methylsulfonyl)-2,3-dihydro-1H-isoindol-1-carboxamid F[C@H](CC(=O)N1C(C2=CC=C(C=C2C1)S(=O)(=O)C)C(=O)NC1=CC=C(C=C1)C(C(F)(F)F)(C(F)(F)F)O)C